methyl 3-(4-bromo-6,7-dichloro-1H-indol-2-yl)propanoate BrC1=C2C=C(NC2=C(C(=C1)Cl)Cl)CCC(=O)OC